C(C(C)C)(=O)NC=1C=C2C(=NC1)NC(=C2C=2C=CC(=C(C2)NC(OC(C)(C)C)=O)C)C2=CC=C(C=C2)N2CCN(CC2)C tert-butyl (5-(5-isobutyramido-2-(4-(4-methylpiperazin-1-yl)phenyl)-1H-pyrrolo[2,3-b]pyridin-3-yl)-2-methylphenyl)carbamate